2-[2,6-bis(propan-2-yl)-4-(5,6,7,8-tetrahydronaphthalen-2-yl)phenyl]-N-{4-[(dimethylamino)methyl]benzenesulfonyl}acetamide CC(C)C1=C(C(=CC(=C1)C1=CC=2CCCCC2C=C1)C(C)C)CC(=O)NS(=O)(=O)C1=CC=C(C=C1)CN(C)C